C(=O)O.C(C)OC=1C(=C(C=CC1C(C)(C)O)[C@@H](C)C(=O)N)C (1R)-1-[3-ethoxy-4-(2-hydroxypropan-2-yl)-2-methylphenyl]ethane-1-carboxamide formate salt